(Z)-6-ethylideneoctahydro-2H-5,8-methanochromene C(/C)=C\1/C2C3CCCOC3C(C1)C2